COC1=CC=C2C(=CC(NC2=C1)=O)C1=C(C=CC=C1)C 7-methoxy-4-(o-tolyl)quinolin-2(1H)-one